N-(5-((2-(1,4-oxazepan-4-yl)ethyl)carbamoyl)-2-methylpyridin-3-yl)-2-(1-methyl-1H-pyrazol-4-yl)pyrazolo[5,1-b]thiazole-7-carboxamide O1CCN(CCC1)CCNC(=O)C=1C=C(C(=NC1)C)NC(=O)C=1C=NN2C1SC(=C2)C=2C=NN(C2)C